C1CC12N(CCCC2)CC(=O)NC=2C=C(C(=NC2)C)NC(=O)C=2C=NN1C2SC(=C1)Br N-(5-(2-(4-azaspiro[2.5]octan-4-yl)acetamido)-2-methylpyridin-3-yl)-2-bromopyrazolo[5,1-b]thiazole-7-carboxamide